2-heptyl-phosphonous acid CC(CCCCC)P(O)O